CN(CCC(C1=CC=CC=C1)Cl)C 2-(dimethylamino)ethylbenzyl chloride